C(C)(C)N1CCN(CC1)C(CCC=1C=NC2=CC=C(N=C2C1)C=1C(=NNC1)C1=NC(=CC=C1)C)=O 1-(4-isopropylpiperazin-1-yl)-3-[6-[3-(6-methyl-2-pyridyl)-1H-pyrazol-4-yl]-1,5-naphthyridin-3-yl]propan-1-one